fluoro-1,2,3-triazole FC=1N=NNC1